N[C@H](C(=O)O)CCC(=O)OC (2S)-2-amino-5-methoxy-5-oxopentanoic acid